(R)-2-chloro-N-(5-cyano-6-(2H-1,2,3-triazol-2-yl)pyridin-3-yl)-8,8-dimethyl-7,8-dihydro-6H-cyclopenta[e]pyrazolo[1,5-a]pyrimidine-6-carboxamide ClC1=NN2C(N=CC3=C2C(C[C@H]3C(=O)NC=3C=NC(=C(C3)C#N)N3N=CC=N3)(C)C)=C1